O1C2=C(OC(C1([2H])[2H])([2H])[2H])C=C(C=C2)O[C@H]2[C@H](CN(CC2)C=2C(=C(C=1N(N2)C(C=CN1)=O)C)C)F 7-((3s,4R)-4-((2,3-dihydrobenzo[b][1,4]dioxin-6-yl-2,2,3,3-d4)oxy)-3-fluoropiperidin-1-yl)-8,9-dimethyl-4H-pyrimido[1,2-b]pyridazin-4-one